copper-zinc pimelate C(CCCCCC(=O)[O-])(=O)[O-].[Zn+2].[Cu+2].C(CCCCCC(=O)[O-])(=O)[O-]